CN(C(CO)(CC)C1=CC=CC=C1)C 2-(dimethylamino)-2-phenylbutanol